isophthalic acid (n-heptyl) (isononyl) ester C(CCCCCC(C)C)OC(C=1C=C(C(=O)OCCCCCCC)C=CC1)=O